C(#N)C1=CC(=NC=C1)N1C=C(C2=C1N=CN=C2N2[C@H](CN(CC2)C(=O)OC(C)(C)C)CC)C2=CC=CC=C2 Tert-Butyl (S)-4-(7-(4-cyanopyridin-2-yl)-5-phenyl-7H-pyrrolo[2,3-d]pyrimidin-4-yl)-3-ethylpiperazine-1-carboxylate